dioleylsebacic acid amide C(CCCCCCC\C=C/CCCCCCCC)C(C(=O)N)(CCCCCCCC(=O)O)CCCCCCCC\C=C/CCCCCCCC